Tert-butyl (trans-4-hydroxycyclohexyl)carbamate O[C@@H]1CC[C@H](CC1)NC(OC(C)(C)C)=O